ClC1=CC=C2C(=CNC2=C1F)\C=C\1/NC(N(C1=O)CC1=CC(=C(C#N)C=C1)F)=O (Z)-4-((4-((6-chloro-7-fluoro-1H-indol-3-yl)methylene)-2,5-dioxoimidazolidin-1-yl)methyl)-2-fluorobenzonitrile